D-isolysergic acid amide NC(=O)[C@@H]1CN(C)[C@@H]2CC3=CNC4=CC=CC(C2=C1)=C34